3-[(2-hydroxyphenyl)carbamoyl]Phenoxybenzamide OC1=C(C=CC=C1)NC(=O)C=1C=C(OC2=C(C(=O)N)C=CC=C2)C=CC1